propylaminodifluorosilane C(CC)N[SiH](F)F